5-((benzyloxy)methyl)-3-(2-(trifluoromethyl)phenyl)-2,3-dihydrospiro[indene-1,3'-oxetane] C(C1=CC=CC=C1)OCC=1C=C2C(CC3(COC3)C2=CC1)C1=C(C=CC=C1)C(F)(F)F